2-(4-chloro-benzyl)-7-methyl-5-(3-piperazin-1-ylmethyl-[1,2,4]oxadiazol-5-yl)-2,3-dihydro-isoindol-1-one ClC1=CC=C(CN2C(C3=C(C=C(C=C3C2)C2=NC(=NO2)CN2CCNCC2)C)=O)C=C1